ammonium sulfate sodium hydroxide [OH-].[Na+].S(=O)(=O)([O-])O.[NH4+]